CC(C)OCCOCCOCCO triethylene glycol mono-2-propyl ether